C1(CC(CC(C1)C#N)C#N)C#N 1,3,5-cyclohexane-tricarbonitrile